tricyanobutane C(#N)C(CCC)(C#N)C#N